N-(3-carbamoyl-4-fluorophenyl)-2-(4,4-difluoroazepan-1-yl)-6,7-difluoroquinoline-3-carboxamide C(N)(=O)C=1C=C(C=CC1F)NC(=O)C=1C(=NC2=CC(=C(C=C2C1)F)F)N1CCC(CCC1)(F)F